bromo-(4-fluorophenyl)magnesium Br[Mg]C1=CC=C(C=C1)F